C(C)OC(C(C(C(F)F)=O)=CN1CCCCC1)=O 4,4-difluoro-3-oxo-2-piperidin-1-ylmethylenebutyric acid ethyl ester